CN(C(C(=O)C1=CC=C(C=C1)N1CCOCC1)(CC)CC1=CC=CC=C1)C 2-(dimethylamino)-1-[4-(morpholinyl)phenyl]-2-phenylmethyl-1-butanone